The molecule is a 3',5'-cyclic purine nucleotide having 2-aminopurine as the nucleobase. It is a 3',5'-cyclic purine nucleotide, a nucleoside 3',5'-cyclic phosphate and a primary amino compound. It derives from a 2-aminopurine. C1[C@@H]2[C@H]([C@H]([C@@H](O2)N3C=NC4=CN=C(N=C43)N)O)OP(=O)(O1)O